C(C)(C)C=1C=NN2C1N=C(C=C2NC2C1CN(CC21)C(=O)OC2CN(C2)C(\C=C\CN(C)C)=O)NC2CCOCC2 (E)-1-(4-(dimethylamino)but-2-enoyl)azetidin-3-yl 6-((3-isopropyl-5-((tetrahydro-2H-pyran-4-yl)amino)pyrazolo[1,5-a]pyrimidin-7-yl)amino)-3-azabicyclo[3.1.0]hexane-3-carboxylate